C(CCCCCCCCCCCCCCC)(=O)OCCCCCC(C)C Iso-octyl Palmitate